(2,6-dichloro-4-(3-chlorobenzylcarbamoyl)benzamido)propanoic acid ClC1=C(C(=O)NC(C(=O)O)C)C(=CC(=C1)C(NCC1=CC(=CC=C1)Cl)=O)Cl